4-(2-hydroxyethyl)-1-piperazinopropanesulfonic acid OCCN1CCN(CC1)C(CC)S(=O)(=O)O